FC(C1=CC=NNC1=O)(F)F 5-(trifluoromethyl)-1H-pyridazin-6-one